FC=1C(=CC(=NC1)C=1C=C2CN(C(C2=CC1)=O)C1C(NC(CC1)=O)=O)CN1CC(C1)C1=CC=C(C=C1)F 3-(5-(5-fluoro-4-((3-(4-fluorophenyl)azetidin-1-yl)methyl)pyridin-2-yl)-1-oxoisoindolin-2-yl)piperidine-2,6-dione